tert-butyl 2-(2-(3-amino-4-(1,4-oxazepan-4-yl)benzamido)-5-fluorophenyl)acetate NC=1C=C(C(=O)NC2=C(C=C(C=C2)F)CC(=O)OC(C)(C)C)C=CC1N1CCOCCC1